4-(3-((2,2-difluoroethyl)(7-fluoro-1-methyl-1H-[1,2,3]triazolo[4,5-c]isoquinolin-5-yl)amino)-5-fluorophenyl)-2-methylbut-3-yn-2-ol FC(CN(C=1C=C(C=C(C1)F)C#CC(C)(O)C)C1=NC2=C(C=3C=CC(=CC13)F)N(N=N2)C)F